tert-butyl 2-(4-chloro-2-fluorophenyl)-6,7-dihydropyrazolo[1,5-a]pyrazine-5(4H)-carboxylate ClC1=CC(=C(C=C1)C1=NN2C(CN(CC2)C(=O)OC(C)(C)C)=C1)F